BrC=1C=C(C=C(C1)OC)C(C1=NN=CN1C)C1COC1 3-((3-bromo-5-methoxyphenyl)(oxetan-3-yl)methyl)-4-methyl-4H-1,2,4-triazole